[Na].C(=CC1=CC=CC=C1)C1=C(C=C(C=C1)N1N=C2C(=N1)C1=CC=CC=C1C=C2)S(=O)(=O)O 2-(4-styryl-3-sulfophenyl)-2H-naphtho[1,2-d]Triazole sodium